ClC1=CC=C(S1)CNC1=CC(=NN1C(=O)C=1N=CSC1)C1N(CCN(C1)S(=O)(=O)C)C(=O)OCC=C prop-2-en-1-yl 2-(5-[(5-chlorothiophen-2-yl)methyl]amino-1-(1,3-thiazole-4-carbonyl)-1H-pyrazol-3-yl)-4-methanesulfonylpiperazine-1-carboxylate